benzyl (7-((1S,2R,3S,4R,5R)-5-(2-(2-(((benzyloxy)carbonyl)amino)quinolin-6-yl)ethyl)-3,4-dihydroxybicyclo[3.1.0]hexan-2-yl)-7H-pyrrolo[2,3-d]pyrimidin-4-yl)carbamate C(C1=CC=CC=C1)OC(=O)NC1=NC2=CC=C(C=C2C=C1)CC[C@@]12[C@H]([C@H]([C@@H]([C@H]2C1)N1C=CC2=C1N=CN=C2NC(OCC2=CC=CC=C2)=O)O)O